CN1CCN(CC1)CC1=CC=C(C=C1)C1=CC=C2C(=CC=NC2=C1)OC=1C=CC2=C(N=CS2)C1 5-((7-(4-((4-methylpiperazin-1-yl)methyl)phenyl)quinolin-4-yl)oxy)benzo[d]thiazole